FC(COC1=C(N=C2C(=N1)NC(=N2)C(F)(F)F)NC2=CC=C(C=C2)OC(F)(F)F)(F)F 6-(2,2,2-TRIFLUOROETHOXY)-N-(4-(TRIFLUOROMETHOXY)PHENYL)-2-(TRIFLUOROMETHYL)-1H-IMIDAZO[4,5-B]PYRAZIN-5-AMINE